tert-butyl 7-bromo-1H-benzo[d]Imidazole-1-carboxylate BrC1=CC=CC2=C1N(C=N2)C(=O)OC(C)(C)C